[N+](=O)([O-])C1=C(COC(=O)N2CCN(CC2)C(=O)OCC2=C(C=CC=C2)[N+](=O)[O-])C=CC=C1 bis[[(2-nitrobenzyl)oxy]carbonyl]piperazine